C(C)(C)(C)OC E-methyl tertiary butyl ether